COCC=1C(=NC=C(C1)C)N 3-(methoxymethyl)-5-methylpyridin-2-amine